ClC1=NC=CC2=CC(=CC=C12)OC1(CC1)C(=O)O 1-((1-chloroisoquinolin-6-yl)oxy)cyclopropane-1-carboxylic acid